4-amino-N-ethyl-N-((3S)-6-(trifluoromethyl)-2,3-dihydro-1-benzofuran-3-yl)-1,3-dihydrofuro[3,4-c]quinoline-8-carboxamide NC1=NC=2C=CC(=CC2C2=C1COC2)C(=O)N([C@@H]2COC1=C2C=CC(=C1)C(F)(F)F)CC